5,5-dimethyl-3-((2,3,5,6-tetrafluoro-4-((2,2,2-trifluoroethoxy)methyl)benzyl)thio)-4,5-dihydroisoxazole CC1(CC(=NO1)SCC1=C(C(=C(C(=C1F)F)COCC(F)(F)F)F)F)C